BrC=1C=C2C(=CN(C2=CC1)CC)C=1C2=C(N=C(N1)C1=CC=C(C=C1)Cl)C(=NN2C)CCC 7-(5-bromo-1-ethyl-1H-indol-3-yl)-5-(4-chlorophenyl)-1-methyl-3-propyl-1H-pyrazolo[4,3-d]pyrimidine